N-tert-Butylsulfonyl-6-[4-[[3-ethoxy-5-(3-hydroxyphenyl)phenyl]methyl]piperazin-1-yl]pyridazine-3-carboxamide C(C)(C)(C)S(=O)(=O)NC(=O)C=1N=NC(=CC1)N1CCN(CC1)CC1=CC(=CC(=C1)C1=CC(=CC=C1)O)OCC